(S)-3-((5-(3-(tert-butoxy)-2-((1,3-dioxoisoindolin-2-yl)oxy)-3-oxopropoxy)-2H-indazol-2-yl)methyl)-3-carbamoylazetidine-1-carboxylic acid tert-butyl ester C(C)(C)(C)OC(=O)N1CC(C1)(C(N)=O)CN1N=C2C=CC(=CC2=C1)OC[C@@H](C(=O)OC(C)(C)C)ON1C(C2=CC=CC=C2C1=O)=O